NCC1(CCN(CC1)C=1C(N(C2=C(N1)NN=C2OC2=C(C(=CC=C2)Cl)Cl)C)=O)C 6-(4-(aminomethyl)-4-methylpiperidin-1-yl)-3-(2,3-dichlorophenoxy)-4-methyl-1,4-dihydro-5H-pyrazolo[3,4-b]pyrazin-5-one